trans-dibutylcyclohex-3,5-diene-1,2-dicarboxylate C(CCC)OC(=O)[C@H]1[C@@H](C=CC=C1)C(=O)OCCCC